NC1=CC(=C(C=N1)N1N=CC(=C1C(F)(F)F)C(=O)NC=1C=NC(=C(C1)C#N)N1N=CC=N1)C 1-(6-amino-4-methylpyridin-3-yl)-N-(5-cyano-6-(2H-1,2,3-triazol-2-yl)pyridin-3-yl)-5-(trifluoromethyl)-1H-pyrazole-4-carboxamide